N-(6-imidazol-1-yl-2-isopropoxy-3-pyridyl)-5-methyl-3-phenyl-isoxazole-4-carboxamide N1(C=NC=C1)C1=CC=C(C(=N1)OC(C)C)NC(=O)C=1C(=NOC1C)C1=CC=CC=C1